CC(C)(CC(C)(C)C)N1C(N(C2=C1C=CC=C2)C(C)(CC(C)(C)C)C)=[Cu-2]Cl 1,3-bis(2,4,4-trimethylpentan-2-yl)benzimidazolidin-2-ylidenecopper(I) chloride